CC1=C(C=CC=C1NC(=O)C1=CC(=C(C=N1)CN1C[C@H](CC1)C(=O)O)OC)C1=C(C(=CC=C1)NC(=O)C1=CC(=C(C=N1)CN1C[C@H](CC1)C(=O)O)OC)C (3S,3'S)-1,1'-(((((2,2'-dimethyl-[1,1'-biphenyl]-3,3'-diyl)bis(azanediyl))bis(carbonyl))bis(4-methoxypyridine-6,3-diyl))bis(methylene))bis(pyrrolidine-3-carboxylic acid)